(2R,3R)-2-(4-((ethylcarbamoyl)oxy)-3,5-dihydroxyphenyl)-5,7-dihydroxychroman-3-yl 3,4,5-trihydroxybenzoate OC=1C=C(C(=O)O[C@H]2[C@H](OC3=CC(=CC(=C3C2)O)O)C2=CC(=C(C(=C2)O)OC(NCC)=O)O)C=C(C1O)O